C(#N)C1=NC=CC(=C1)C1=C(C(=CC(=C1)F)CC1CCC1)NC(=O)NS(=O)(=N)C=1OC=C(C1)C(C)(C)O N-((2-(2-cyanopyridin-4-yl)-6-(cyclobutylmethyl)-4-fluorophenyl)carbamoyl)-4-(2-hydroxypropan-2-yl)furan-2-sulfonimidamide